(R)-6-((4,6-dimethyl-2-oxo-1,2-dihydropyridin-3-yl)methyl)-9-(furan-2-yl)-2,4-dimethyl-2-(trans-4-(methylamino)cyclohexyl)-7,8-dihydro-[1,3]dioxolo[4,5-g]isoquinolin-5(6H)-one CC1=C(C(NC(=C1)C)=O)CN1C(C=2C(=C3C(=C(C2CC1)C=1OC=CC1)O[C@@](O3)([C@@H]3CC[C@H](CC3)NC)C)C)=O